ClCCSC 1-chloro-2-methylsulfanyl-ethane